1-[(4-fluorophenyl)carbonyl]piperidin FC1=CC=C(C=C1)C(=O)N1CCCCC1